2-(3,5-dichloro-4-((5-isopropyl-6-(methylamino)pyridazin-3-yl)oxy)phenyl)-3,5-dioxo-2,3,4,5-tetrahydro-1,2,4-triazine-6-carbonitrile ClC=1C=C(C=C(C1OC=1N=NC(=C(C1)C(C)C)NC)Cl)N1N=C(C(NC1=O)=O)C#N